5,5'-dichloro-4,4'-diaminobiphenyl ClC=1C(=CC=C(C1)C1=CC=C(C(=C1)Cl)N)N